C(C)(C)(C)OC(=O)N1S(OC[C@H]1CO[Si](C)(C)C(C)(C)C)(=O)=O (R)-4-(((tert-butyldimethylsilyl)oxy)methyl)-1,2,3-oxathiazolidine-3-carboxylic acid tert-butyl ester 2,2-dioxide